6-(4-fluorobenzyl)-4-methyl-1,2,3,4-tetrahydro-5H-pyrrolo[3,2-b]pyridine-5-one hydrochloride Cl.FC1=CC=C(CC2=CC3=C(N(C2=O)C)CCN3)C=C1